(S)-2-methyl-N-((S)-1,2,3,8-tetrahydro-6H-spiro[cyclopenta[d]pyrrolo[1,2-b]pyrazole-7,4'-piperidin]-8-yl)propane-2-sulfinamide bis(2,2,2-trifluoroacetate) FC(C(=O)O)(F)F.FC(C(=O)O)(F)F.CC(C)(C)[S@](=O)N[C@@H]1C=2N(N=C3C2CCC3)CC13CCNCC3